3-(((1R)-1-(3-(3-azabicyclo[3.1.0]hexan-3-yl)-2-cyano-7-methylquinoxalin-5-yl)ethyl)amino)-6-chloropicolinic acid C12CN(CC2C1)C=1C(=NC2=CC(=CC(=C2N1)[C@@H](C)NC=1C(=NC(=CC1)Cl)C(=O)O)C)C#N